4-[2-[4-[5-methyl-1-[[4-(trifluoromethyl)phenyl]methyl]pyrazol-3-yl]piperazin-1-yl]ethyl]morpholine CC1=CC(=NN1CC1=CC=C(C=C1)C(F)(F)F)N1CCN(CC1)CCN1CCOCC1